FC1=C(C(=C(C(=C1C1=C2C=CC(C(=C3C=CC(=C(C=4C=CC(=C(C5=CC=C1N5)C5=C(C(=C(C(=C5F)F)F)F)F)N4)C4=C(C(=C(C(=C4F)F)F)F)F)N3)C3=C(C(=C(C(=C3F)F)F)F)F)=N2)F)F)F)F.[Zn] zinc tetrakis(pentafluorophenyl)porphyrin